tert-Butyl 2-((2R,6S)-4-(2-(4-(3-(4-cyano-3-(trifluoromethyl)phenyl)-5,5-dimethyl-4-oxo-2-thioxoimidazolidin-1-yl)-2-ethylphenoxy)ethyl)-2,6-dimethylpiperazin-1-yl)acetate C(#N)C1=C(C=C(C=C1)N1C(N(C(C1=O)(C)C)C1=CC(=C(OCCN2C[C@H](N([C@H](C2)C)CC(=O)OC(C)(C)C)C)C=C1)CC)=S)C(F)(F)F